7-desazapurine N1=CN=C2N=CCC2=C1